3-((4-methoxybenzyl)amino)-4-(((5-(5-(trifluoromethyl)-1,2,4-oxadiazol-3-yl)pyridin-2-yl)methyl)amino)cyclobut-3-ene-1,2-dione COC1=CC=C(CNC=2C(C(C2NCC2=NC=C(C=C2)C2=NOC(=N2)C(F)(F)F)=O)=O)C=C1